O1C(COCC1)C1=C(C=C(C=C1)F)C(C(=O)O)N1C[C@@H](CC1)OCCCCC1=NC=2NCCCC2C=C1 2-(2-(1,4-Dioxane-2-yl)-5-fluorophenyl)-2-((R)-3-(4-(5,6,7,8-tetrahydro-1,8-naphthyridin-2-yl)butoxy)pyrrolidin-1-yl)acetic acid